C1(CC1)C1=NN(C=N1)C1CC2(CN(C2)C(=O)N2CC3(C2)CC(C3)N3N=CN=C3C3CC3)C1 [6-(3-cyclopropyl-1,2,4-triazol-1-yl)-2-azaspiro[3.3]heptan-2-yl]-[6-(5-cyclopropyl-1,2,4-triazol-1-yl)-2-azaspiro[3.3]heptan-2-yl]methanone